2,4-di-tert-butylpyridine C(C)(C)(C)C1=NC=CC(=C1)C(C)(C)C